C(\C=C(/C)\CCC=C(C)C)C1=C(C(=O)O)C=C(C(=C1O)O)C\C=C\CC 2-geranyl-5-(trans-2-pentenyl)-dihydroxybenzoic acid